S1CCCC12CCNCC2 1-thia-8-azaspiro[4.5]decane